3-[4-(1-ethylpyrazol-4-yl)-3-fluorophenyl]-5-(trifluoromethyl)-4H-1,2-oxazol-5-ol C(C)N1N=CC(=C1)C1=C(C=C(C=C1)C1=NOC(C1)(O)C(F)(F)F)F